P(=O)(O)(O)O.P(=O)(O)(O)O.OCC(=O)[C@@H](O)[C@@H](O)[C@H](O)CO D-tagatose bisphosphate